COC(=O)C12C(=NN(CO1)C(=O)O)C1=CC=C(C=C1C2)Cl 7-Chloroindeno[1,2-e][1,3,4]oxadiazine-2,4a(3H,5H)-dicarboxylic acid 4a-methyl ester